6-[4-(propionylamino)phenyl]-N-(3-pyridylmethyl)pyridine-3-carboxamide C(CC)(=O)NC1=CC=C(C=C1)C1=CC=C(C=N1)C(=O)NCC=1C=NC=CC1